NC1=NC(=CC(=N1)N1CCC2(C[C@H](NC2)C(=O)O)CC1)O[C@@H](C(F)(F)F)C1=C(C=C(C=C1)C1=CC(=CC=C1)C(N)=O)N1N=C(C=C1)C (S)-8-(2-amino-6-((R)-1-(3'-carbamoyl-3-(3-methyl-1H-pyrazol-1-yl)-[1,1'-biphenyl]-4-yl)-2,2,2-trifluoroethoxy)pyrimidin-4-yl)-2,8-diazaspiro[4.5]decane-3-carboxylic acid